methyl 4-(difluoro(phenyl)methyl)benzoate FC(C1=CC=C(C(=O)OC)C=C1)(C1=CC=CC=C1)F